FC1=C(C=CC(=C1N)[N+](=O)[O-])N(CC1=CC(=CC=C1)C(F)(F)F)CC#C 2-Fluoro-4-nitro-N1-(prop-2-yn-1-yl)-N1-(3-(trifluoromethyl)benzyl)benzene-1,3-diamine